C1(CCCCC1)NC(=O)C1=CC=CC2=NC3=CC=CC=C3C=C12 N-cyclohexyl-acridamide